C1(CCCCCC1)C=1C=C2C=CC=NC2=CC1 6-cycloheptyl-quinoline